Cl.NC[C@@H](C(=O)OC)O methyl (2S)-3-amino-2-hydroxy-propanoate hydrochloride